(4-trifluoromethylbenzyl)pyrimidine-2,4(1H,3H)-dione FC(C1=CC=C(CN2C(NC(C=C2)=O)=O)C=C1)(F)F